3-(N,N-dimethylamino)-propylamin CN(C)CCCN